2-(5-(4-bromonaphthalen-1-yl)thiophen-2-ylsulfanyl)-2-methylpropionic acid BrC1=CC=C(C2=CC=CC=C12)C1=CC=C(S1)SC(C(=O)O)(C)C